N1(N=CC2=CC=CC=C12)C=1C=C(C=CC1)[C@H](CC(=O)OCC)N ethyl (S)-3-(3-(1H-indazol-1-yl)phenyl)-3-aminopropanoate